1-[(S)-2-Amino-3-methylbutyroxy]ethyl (S)-2-[(o-ethoxyphenoxy)methyl]-4-morpholinecarboxylate HCl salt Cl.C(C)OC1=C(OC[C@@H]2CN(CCO2)C(=O)OC(C)OC([C@H](C(C)C)N)=O)C=CC=C1